(methyl 5-chloro-4-(3-(4-fluoro-2-(trifluoromethyl) benzoyl)-5,6-dihydroimidazo[1,2-a]pyrazin-7(8H)-yl)-6-oxopyridazin-1(6H)-yl) sulfate S(=O)(=O)(ON1N=C(C(=C(C1=O)Cl)N1CC=2N(CC1)C(=CN2)C(C2=C(C=C(C=C2)F)C(F)(F)F)=O)C)[O-]